3-((2-hexyldecanoyl)oxy)-2-(((3-(4-(2-hydroxyethyl)piperazin-1-yl)propanoyl)-oxy)methyl)propyl nonyl adipate C(CCCCC(=O)OCCCCCCCCC)(=O)OCC(COC(C(CCCCCCCC)CCCCCC)=O)COC(CCN1CCN(CC1)CCO)=O